1-methoxy-3,3-dimethylbutan-2-amine hydrochloride Cl.COCC(C(C)(C)C)N